1-(5-((4-(5-chloro-2-methylphenyl)piperazin-1-yl)methyl)-1-oxoisoindolin-2-yl)dihydropyrimidine-2,4(1H,3H)-dione ClC=1C=CC(=C(C1)N1CCN(CC1)CC=1C=C2CN(C(C2=CC1)=O)N1C(NC(CC1)=O)=O)C